3,4,5-trimethylthiazolium-2-carboxylate C[N+]1=C(SC(=C1C)C)C(=O)[O-]